FC(C=1C=CC(=NC1)C12CCC(CC1)(CC2)C)(F)F (4-(5-(trifluoromethyl)pyridin-2-yl)bicyclo[2.2.2]octane-1-yl)methane